NC=1C=2N(C=CN1)C(=NC2C2=CC=C(C=C2)[C@](C)(O)C2=CC(=CC=C2)CC)[C@H]2CN1C(CC[C@@H]1CC2)=O (6R,8aS)-6-(8-Amino-1-{4-[(1S)-1-(3-ethylphenyl)-1-hydroxyethyl]phenyl}imidazo[1,5-a]pyrazin-3-yl)hexahydroindolizin-3(2H)-on